NCC(CN1N=CN(C1=O)C=1C=NC(=C(C1)C)C1=CC2=C(OCO2)C=C1)=C(F)F 2-[2-(aminomethyl)-3,3-difluoro-allyl]-4-[6-(1,3-benzodioxol-5-yl)-5-methyl-3-pyridyl]-1,2,4-triazol-3-one